C(C)(C)(C)OC(=O)N1CC2CN(CC2C1)C(C1=CC=C(C=C1)OC)=O 5-(4-methoxybenzoyl)hexahydropyrrolo[3,4-c]Pyrrole-2(1H)-carboxylic acid tert-butyl ester